BrCC1=C(C=CC=C1F)N1N=CC=N1 2-(2-(bromomethyl)-3-fluorophenyl)-2H-1,2,3-triazole